tripotassium ethylenediaminetetraacetic acid C(CN(CC(=O)O)CC(=O)O)N(CC(=O)O)CC(=O)O.[K].[K].[K]